3-(3-bromopropyloxy)-3-oxopropionic acid BrCCCOC(CC(=O)O)=O